O=C1N(C(C2=C3C=4C(=C(C=C13)C1=CC=C(C=C1)C(F)(F)F)C1=CC=CC=C1OC4C(=C2)C2=CC=C(C=C2)C(F)(F)F)=O)C2=CC=C(C=C2)CC(=O)OC=2C=C(C(=C(C2)C2=CC(=CC(=C2)C(C)(C)C)C(C)(C)C)C=O)C2=CC(=CC(=C2)C(C)(C)C)C(C)(C)C 3,3'',5,5''-Tetra-tert-butyl-2'-formyl-[1,1':3',1''-terphenyl]-5'-yl 2-(4-(1,3-dioxo-5,11-bis(4-(trifluoromethyl)phenyl)-1H-xantheno[2,1,9-def]isoquinolin-2(3H)-yl)phenyl)acetate